C1(CC1)S(=O)(=O)NC1=NC=CC(=C1F)CN1C(OC2=C(C=CC(=C2F)OC=2N=NC=CN2)C12CCC2)=O (cyclopropylsulfonyl)[3-fluoro-4-({8-fluoro-2-oxo-7-(1,2,4-triazin-3-yloxy)-2H,3H-spiro[1,3-benzoxazine-4,1'-cyclobutan]-3-yl}methyl)-2-pyridyl]amine